COC(CC1N=C(CC1(C)C)N)OC (2,2-Dimethoxyethyl)-3,3-dimethyl-3,4-dihydro-2H-pyrrol-5-amine